4-(2-methylpyridin-3-yl)-6-t-butylpyrimidine CC1=NC=CC=C1C1=NC=NC(=C1)C(C)(C)C